(S)-2-amino-3-hydroxy-propionamide N[C@H](C(=O)N)CO